BrC1=CC(=C(C#N)C=C1)OC(F)F 4-bromo-2-difluoromethoxybenzonitrile